CCCCCCC(CCCCCCCCCCCCC)(O)O eicosane-7,7-diol